[Si](C)(C)(C(C)(C)C)OC1C(CC1)=O 2-((tert-butyldimethylsilyl)oxy)cyclobutan-1-one